decyl-isoquinolinium chloride [Cl-].C(CCCCCCCCC)C1=[NH+]C=CC2=CC=CC=C12